4-(5-methyl-2-((1-methyl-1H-pyrazol-5-yl)amino)pyrimidin-4-yl)-N-(2-(oxazol-5-yl)ethyl)oxazole-2-carboxamide CC=1C(=NC(=NC1)NC1=CC=NN1C)C=1N=C(OC1)C(=O)NCCC1=CN=CO1